ClC1=NC=2N(C(=C1)C(=C)C)N=CC2C(=O)OCC ethyl 5-chloro-7-(prop-1-en-2-yl)pyrazolo[1,5-a]pyrimidine-3-carboxylate